N1=CC=CC2=CC(=CC=C12)CNC(C(=O)O)CCCCCCCC1=NC=2NCCCC2C=C1 2-((quinolin-6-ylmethyl)amino)-9-(5,6,7,8-tetrahydro-1,8-naphthyridin-2-yl)nonanoic acid